CS(=O)C1(CC1)C1=NN(C=C1)COCC[Si](C)(C)C 3-(1-(methylsulfinyl)cyclopropyl)-1-((2-(trimethylsilyl)ethoxy)methyl)-1H-pyrazole